S1C(=NC=C1)NC=C 2-(thiazol-2-ylamino)ethylene